Tert-Butyl 4-acetyl-4-ethenylpiperidine-1-carboxylate C(C)(=O)C1(CCN(CC1)C(=O)OC(C)(C)C)C=C